NC1=NC2=CC(=CC=C2C=C1Br)O[C@H]1CC[C@]2([C@@H]1O[C@H]([C@@H]2O)N2C=CC1=C2N=C(N=C1C)C)O (2R,3R,3aS,6S,6aR)-6-((2-amino-3-bromoquinolin-7-yl)oxy)-2-(2,4-dimethyl-7H-pyrrolo[2,3-d]pyrimidin-7-yl)hexahydro-3aH-cyclopenta[b]furan-3,3a-diol